(R)-5-(2-(dimethylamino)ethoxy)-N-(1-(3-(1-ethyl-1H-pyrazol-3-yl)-5-(1-(2-(methylsulfonyl)ethyl)-1H-pyrazol-4-yl)phenyl)ethyl)-2-methylbenzamide CN(CCOC=1C=CC(=C(C(=O)N[C@H](C)C2=CC(=CC(=C2)C=2C=NN(C2)CCS(=O)(=O)C)C2=NN(C=C2)CC)C1)C)C